3-(4-Bromophenoxymethyl)-2-(2-methyl-5-phenyl-1,3-thiazol-4-carbonyl)-2-azabicyclo[3.1.1]heptan BrC1=CC=C(OCC2N(C3CC(C2)C3)C(=O)C=3N=C(SC3C3=CC=CC=C3)C)C=C1